5-((2-amino-4-(4,4-difluoropiperidine-1-carbonyl)phenyl)amino)pyridinecarbonitrile NC1=C(C=CC(=C1)C(=O)N1CCC(CC1)(F)F)NC=1C=CC(=NC1)C#N